4-(2-((2-(dinonylamino)ethyl)(nonyl)amino)ethyl)cyclohexane C(CCCCCCCC)N(CCN(CCC1CCCCC1)CCCCCCCCC)CCCCCCCCC